methylene-bis-(4,6-di-tert-butylphenyl) phosphate sodium salt [Na+].P1(=O)(OC2=C(C=C(C=C2C(C)(C)C)C(C)(C)C)CC2=C(C(=CC(=C2)C(C)(C)C)C(C)(C)C)O1)[O-]